2-(4-(9-bromo-1,3-dioxo-1H-xantheno[2,1,9-def]isoquinolin-2(3H)-yl)phenyl)acetic acid BrC1=CC=C2OC=3C=CC=4C(N(C(C5=CC=C(C3C45)C2=C1)=O)C1=CC=C(C=C1)CC(=O)O)=O